3-{2-[(S)-amino(4-methylcyclohexyl)methyl]-4-fluoro-1H-benzimidazol-5-yl}-tetrahydropyran-4-carboxylic acid ethyl ester C(C)OC(=O)C1C(COCC1)C1=C(C2=C(NC(=N2)[C@H](C2CCC(CC2)C)N)C=C1)F